(R)-4-Methyl-3-((R)-1,1,1-trifluoro-2-hydroxypropan-2-yl)-5,6-dihydroisoxazolo[5,4-c]pyridin-7(4H)-one C[C@@H]1C2=C(C(NC1)=O)ON=C2[C@@](C(F)(F)F)(C)O